N1N=NN=C1C=1C=C(C=CC1)CCN[C@@H]([C@H]1CNC2=CC=CN=C2C1)C1=CC=CC=C1 2-(3-(1H-tetrazol-5-yl)phenyl)-N-((S)-phenyl((R)-1,2,3,4-tetrahydro-1,5-naphthyridin-3-yl)methyl)ethan-1-amine